benzyl 5-(4,4,5,5-tetramethyl-1,3,2-dioxaborolan-2-yl)-3,4-dihydro-2H-pyridine-1-carboxylate CC1(OB(OC1(C)C)C=1CCCN(C1)C(=O)OCC1=CC=CC=C1)C